BrC1=C(C(=C(N)C=C1)Cl)Cl 4-bromo-2,3-dichloroaniline